1-cyano-4''-n-pentyl-terphenyl tert-butyl-4-prop-2-ynylpiperazine-1-carboxylate C(C)(C)(C)OC(=O)N1CCN(CC1)CC#C.C(#N)C1(CC=CC=C1)C=1C(=CC=CC1)C1=CC=C(C=C1)CCCCC